CC1=NOC(=C1C1=CC=C2C(=N1)NC=C2C2=NC(=NC=C2C(F)(F)F)N[C@@H]2CN(CC[C@H]2OC)C(=O)OC(C)(C)C)C |r| Racemic-trans-tert-butyl 3-((4-(6-(3,5-dimethylisoxazol-4-yl)-1H-pyrrolo[2,3-b]pyridin-3-yl)-5-(trifluoromethyl)pyrimidin-2-yl)amino)-4-methoxypiperidine-1-carboxylate